C1(C(C)O1)C1=CC=C(C(=O)C2=CC=CC=C2)C=C1 4-(1,2-epoxypropyl)benzophenone